C(C1=CC=CC=C1)(=O)NC(C(=O)O)CNC=1SC(=C(N1)C1=CC(=C(C=C1)Cl)Cl)CC(C)C 2-benzamido-3-(4-(3,4-dichlorophenyl)-5-isobutylthiazol-2-ylamino)propionic acid